3-(5-cyclopropyl-2-methylpyrazol-3-yl)oxy-4-(5-morpholin-2-ylpyridin-2-yl)benzonitrile C1(CC1)C=1C=C(N(N1)C)OC=1C=C(C#N)C=CC1C1=NC=C(C=C1)C1CNCCO1